methoxypyridin-d COC=1C(=NC=CC1)[2H]